NCCNCCC[Si](OC)(C)C 3-(2-aminoethylamino)propyldimethylmethoxysilane